4-(4-((1R,5S)-3,8-diazabicyclo[3.2.1]octan-3-yl)-2-(((2R,7aS)-2-fluorotetrahydro-1H-pyrrolizin-7a(5H)-yl)methoxy)quinazolin-7-yl)naphthalen-2-ol [C@H]12CN(C[C@H](CC1)N2)C2=NC(=NC1=CC(=CC=C21)C2=CC(=CC1=CC=CC=C21)O)OC[C@]21CCCN1C[C@@H](C2)F